C(C)OC(=O)C=1C=CC=2N(C1)N=C(C2C)C=2N(C1=CC(=CC=C1C2)Br)CC2CC2 2-(6-bromo-1-(cyclopropylmethyl)-1H-indol-2-yl)-3-methylpyrazolo[1,5-a]pyridine-6-carboxylic acid ethyl ester